5-OXOPIPERIDINE-2-CARBOXYLIC ACID O=C1CCC(NC1)C(=O)O